CC(C[C@@H](C(=O)N[C@@H](C[C@H]1C(NCC1)=O)C(COC(F)(F)F)=O)NC=1C(NC2=CC=CC=C2C1)=O)C (S)-4-methyl-2-((2-oxo-1,2-dihydroquinolin-3-yl)amino)-N-((S)-3-oxo-1-((S)-2-oxopyrrolidin-3-yl)-4-(trifluoromethoxy)butan-2-yl)pentanamide